ClC=1C=C(C=C(C1)Cl)N1CCN(CC1)S(=O)(=O)C1=CC=C(C=C1)NC(=O)C=1C=C(C=CC1N(S(=O)(=O)C)C)/C=C/C(=O)OC(C)(C)C tert-butyl (E)-3-[3-[[4-[4-(3,5-dichlorophenyl)piperazin-1-yl]sulfonylphenyl]-carbamoyl]-4-[methyl(methylsulfonyl)amino]phenyl]prop-2-enoate